FC(C1=C(CN2C(C3=NN(C(=C3C2)C2=C3C=CN(C3=C(C=C2)F)C(=O)OC)C2=C(C=CC=C2CC)CC)(C)C)C=CC(=C1)C(F)(F)F)(F)F methyl 4-(5-(2,4-bis(trifluoromethyl) benzyl)-2-(2,6-diethylphenyl)-6,6-dimethyl-2,4,5,6-tetrahydropyrrolo[3,4-c]pyrazol-3-yl)-7-fluoro-1H-indole-1-carboxylate